3-Chloro-4-(2-(1,6-dimethyl-1H-pyrazolo[3,4-b]pyridin-3-yl)cyclopropyl)-N-((1R,3s,5S)-1,5-dimethyl-8-azabicyclo[3.2.1]oct-3-yl)-N-methylbenzamide ClC=1C=C(C(=O)N(C)C2C[C@]3(CC[C@@](C2)(N3)C)C)C=CC1C1C(C1)C1=NN(C3=NC(=CC=C31)C)C